4-pyrazolylpinacol borate B(O)(O)O.N1N=CC(=C1)CC(O)(C)C(C)(C)O